benzoquinone dioxime C1(C=CC(C=C1)=NO)=NO